Cl.C[C@H]1N(CCN(C1)C)C=1C=C2C(=NC=NN2C1)C1=CC(=C(C=C1)CN)C (R)-(4-(6-(2,4-dimethylpiperazin-1-yl)pyrrolo[2,1-f][1,2,4]triazin-4-yl)-2-methylphenyl)methanamine hydrochloride